(S)-1-(2,3-dihydrobenzofuran-4-yl)-3-[1-(1,3-dioxoisoindoline-2-yl)-3-hydroxypropane-2-yl]thiourea O1CCC2=C1C=CC=C2NC(=S)N[C@@H](CN2C(C1=CC=CC=C1C2=O)=O)CO